C(C)OC(=O)C=1N=C(SC1)CCCN(C)C.O(C1=CC=CC=C1)CC1CCN(CC1)C1=NC2=CC=CC=C2N=C1 2-[4-(phenoxymethyl)piperidin-1-yl]quinoxaline ethyl-2-(3-(dimethylamino)propyl)thiazole-4-carboxylate